6-((2-amino-3-chloropyridin-4-yl)sulfanyl)pyrazine-2-carboxamide NC1=NC=CC(=C1Cl)SC1=CN=CC(=N1)C(=O)N